ClC=1N=CN(C1)C1=NC2=CC=C(C=C2C(=C1)OCC)[N+](=O)[O-] 2-(4-chloro-1H-imidazol-1-yl)-4-ethoxy-6-nitroquinoline